C(C)(C)N1C(N(C=C1CN1C[C@@H](N[C@@H](C1)C=1C(=C2COC(C2=CC1)=O)C)C)C1=CC(=C(C=N1)C#N)OC)=O 6-(3-isopropyl-4-(((3s,5r)-3-methyl-5-(4-methyl-1-oxo-1,3-dihydroisobenzofuran-5-yl)piperazin-1-yl)methyl)-2-oxo-2,3-dihydro-1H-imidazol-1-yl)-4-methoxypyridine-3-carbonitrile